OC(CC1=CC=C(C=C1)/C=C/C=O)(C)C (E)-3-(4-(2-hydroxy-2-methylpropyl)phenyl)acrolein